N,N-diethyl-1,4-butanediamine C(C)N(CCCCN)CC